7-bromophenazine BrC=1C=C2N=C3C=CC=CC3=NC2=CC1